N-[2-(3-phenylureido)phenyl]-p-toluenesulfonamide C1(=CC=CC=C1)NC(NC1=C(C=CC=C1)NS(=O)(=O)C1=CC=C(C)C=C1)=O